Cl.C(C)OC=1C(=NC=C(C1)C(F)(F)F)N1CCNCC1 (3-ethoxy-5-(trifluoromethyl)pyridin-2-yl)piperazine hydrochloride